(R)-(4-(benzo[d]thiazol-5-ylamino)-7-((2,2-dimethyl-1,3-dioxolan-4-yl)methoxy)quinolin-6-yl)dimethylphosphine oxide S1C=NC2=C1C=CC(=C2)NC2=CC=NC1=CC(=C(C=C21)P(C)(C)=O)OC[C@H]2OC(OC2)(C)C